methyl 2-(3-(5,6-dihydro-2H-pyran-2-yl)phenyl)acetate O1C(C=CCC1)C=1C=C(C=CC1)CC(=O)OC